(S)-6-cyclopropyl-1-(2-isopropyl-4-methylpyridin-3-yl)-4-(2-methylpiperazin-1-yl)-7-phenylpyrido[2,3-d]pyrimidin-2(1H)-one C1(CC1)C1=CC2=C(N(C(N=C2N2[C@H](CNCC2)C)=O)C=2C(=NC=CC2C)C(C)C)N=C1C1=CC=CC=C1